FC1=CC=CC=2NC(=NC21)C(NC(=O)C=2C(=NOC2)C)[C@@H]2CC[C@H](CC2)C N-[(4-fluoro-1H-benzimidazol-2-yl)(trans-4-methylcyclohexyl)methyl]-3-methyl-isoxazole-4-carboxamide